2-chloro-6-(trifluoromethyl)quinazoline ClC1=NC2=CC=C(C=C2C=N1)C(F)(F)F